N-(4-(3-Acetyl-5-(3,5-dimethylisoxazol-4-yl)phenoxy)-3,5-dimethylphenyl)-4-(dimethylamino)butanamide C(C)(=O)C=1C=C(OC2=C(C=C(C=C2C)NC(CCCN(C)C)=O)C)C=C(C1)C=1C(=NOC1C)C